(but-3-yn-1-yloxy)(tert-butyl)dimethylsilane C(CC#C)O[Si](C)(C)C(C)(C)C